7,7'-(2,2'-dichloro-[1,1'-biphenyl]-3,3'-diyl)bis(3-methyl-2-(((S)-pyrrolidin-2-yl)methyl)pyrrolo[1,2-a]pyrazin-1(2H)-one) ClC1=C(C=CC=C1C=1C=C2N(C=C(N(C2=O)C[C@H]2NCCC2)C)C1)C1=C(C(=CC=C1)C=1C=C2N(C=C(N(C2=O)C[C@H]2NCCC2)C)C1)Cl